potassium β-dodecylaminopropionate C(CCCCCCCCCCC)NCCC(=O)[O-].[K+]